3-[(3-chloro-2-methylpyridin-4-yl) thio]2-ethylhexyl propionate C(CC)(=O)OCC(C(CCC)SC1=C(C(=NC=C1)C)Cl)CC